NC/C(/CN1N=C2N(C(=CC=C2)C2=CC=3C(=NON3)C=C2)C1=O)=C\F 2-[(2E)-2-(aminomethyl)-3-fluoroprop-2-en-1-yl]-5-(2,1,3-benzoxadiazol-5-yl)[1,2,4]triazolo[4,3-a]pyridin-3(2H)-one